CC1=CC=C(C=C1)S 4-methylbenzene-1-thiol